FC=1C=C2N(C(C(N(C2=CC1)C1CCN(CC1)C1=NC=C(C=N1)C#N)=O)=O)C 2-(4-(6-fluoro-4-methyl-2,3-dioxo-3,4-dihydroquinoxalin-1(2H)-yl)piperidin-1-yl)pyrimidine-5-carbonitrile